p-methoxyl-chlorobenzyl chloride O(C)C1=CC=C(C(Cl)Cl)C=C1